S1C(=CC=C1)C=1C=NC=2CCN=CC2C1 3-(thiophen-2-yl)-7,8-dihydro-1,6-naphthyridin